1-((1r,3r)-3-((tert-butyldimethylsilyl)oxy)cyclobutyl)-5-cyclopropyl-1H-pyrazole [Si](C)(C)(C(C)(C)C)OC1CC(C1)N1N=CC=C1C1CC1